BrC1=CC(=CC(=C1)C)C(C)Br 1-Bromo-3-(1-bromoethyl)-5-methylbenzene